2,5-DIFLUOROPYRIDINE-3-CARBOXALDEHYDE FC1=NC=C(C=C1C=O)F